N-(6-Azaspiro[3.4]octan-2-yl)-3-(3-(trifluoromethyl)phenyl)imidazo[1,2-b]pyridazine-6-amine C1C(CC12CNCC2)NC=2C=CC=1N(N2)C(=CN1)C1=CC(=CC=C1)C(F)(F)F